(2S)-2-(2-Chlorophenyl)-2-(methylamino)cyclohexanone ClC1=C(C=CC=C1)[C@@]1(C(CCCC1)=O)NC